N-(4-(5-(2-(4,4-Difluoropyridin-1-yl)-3-fluoro-6-methylpyridin-4-yl)-1,3,4-oxadiazol-2-yl)-3-(6-azaspiro[2.5]octan-6-yl)phenyl)-2-hydroxyethane-1-sulfonamide FC1(C=CN(C=C1)C1=NC(=CC(=C1F)C1=NN=C(O1)C1=C(C=C(C=C1)NS(=O)(=O)CCO)N1CCC2(CC2)CC1)C)F